C(C1=CC=CC=C1)OC=1C=C2C(=C(N(C2=CC1)CC1=CC=C(CCNC2CC2)C=C1)C1=C(C=CC=C1)C(F)(F)F)F N-(4-((5-(benzyloxy)-3-fluoro-2-(2-(trifluoromethyl)phenyl)-1H-indol-1-yl)methyl)phenethyl)cyclopropanamine